(5-((2,2-difluorocyclopropyl)methoxy)pyridin-2-yl)propanamide FC1(C(C1)COC=1C=CC(=NC1)C(C(=O)N)C)F